N,N,N',N'-tetraisopropyl-1-(4-methylphenethoxy)phosphanediamine C(C)(C)N(P(N(C(C)C)C(C)C)OCCC1=CC=C(C=C1)C)C(C)C